C1(CCCCC1)C(=O)OC1=C2C(=CNC2=CC=C1)CCN(C(C)C)C(C)C 3-(2-(diisopropyl-amino)ethyl)-1H-indol-4-yl cyclohexanecarboxylate